2,5-dioxo-pyrrolidin-1-yl 2,5,8,11,14,17,20,23-octaoxahexacosan-26-oate COCCOCCOCCOCCOCCOCCOCCOCCC(=O)ON1C(CCC1=O)=O